C1(CC1)CN1C(=CC2=CC=C(C=C12)C=1C(=NNC1C)C)C1=NC2=C(N1C)C(=CC(=C2)C(=O)N2[C@@H]1CC[C@H](C2)[C@H]1N)OC (1R,4R,7R)-2-{2-[1-(cyclopropylmethyl)-6-(3,5-dimethyl-1H-pyrazol-4-yl)-1H-indol-2-yl]-7-methoxy-1-methyl-1H-1,3-benzodiazole-5-carbonyl}-2-azabicyclo[2.2.1]heptan-7-amine